1-(4-methyl-1-oxa-3,8-diazaspiro[4.5]decan-3-yl)prop-2-en-1-one CC1N(COC12CCNCC2)C(C=C)=O